N1N=C(C2=CC=CC=C12)C#N indazole-3-carbonitrile